COC1=CC2=C(C=N1)C1=C(C=NC=C1)OC2 3-Methoxy-5H-pyrano[2,3-c:4,5-c']dipyridine